C(C)(C)(C)OC(=O)N1C[C@@H](CC1)CN1CC2(C1)CCC(CC2)NS(=O)(=O)N(C)C (S)-3-((7-((N,N-dimethylaminosulfonyl)amino)-2-azaspiro[3.5]nonan-2-yl)Methyl)pyrrolidine-1-carboxylic acid tert-butyl ester